N-(1-(3-chloro-2-fluoropyridin-4-yl)pent-4-en-1-yl)-2-methylpropan-2-sulfinamide ClC=1C(=NC=CC1C(CCC=C)NS(=O)C(C)(C)C)F